8-(3-(Amino(2-(2-hydroxypropan-2-yl)thiazol-5-yl)(oxo)-λ6-sulfaneylidene)ureido)-1,2,3,5,6,7-hexahydrodicyclopenta[b,e]pyridine-3-carboxylic acid NS(=NC(NC1=C2C(=NC3=C1CCC3)C(CC2)C(=O)O)=O)(=O)C2=CN=C(S2)C(C)(C)O